C(#N)C=1C(=NC2=CC(=C(C=C2C1NC=1C=C2C=NN(C2=CC1)C)NC(\C=C\CN(C)C)=O)OCC)CC (E)-N-(3-cyano-7-ethoxy-2-ethyl-4-((1-methyl-1H-indazol-5-yl)amino)quinolin-6-yl)-4-(dimethylamino)but-2-enamide